methyl 4-[[2-fluoro-5-[2-(2-hydroxyethoxy)phenyl]phenyl]sulfamoyl]-5-methoxy-pyridine-2-carboxylate FC1=C(C=C(C=C1)C1=C(C=CC=C1)OCCO)NS(=O)(=O)C1=CC(=NC=C1OC)C(=O)OC